ClC1=CC2=C(N(C(C(N2C)=O)=O)C2CCN(CC2)C(=O)N(C2=CC=C(C=C2)OC(F)(F)F)C)N=C1 4-(7-Chloro-1-methyl-2,3-dioxo-2,3-dihydropyrido[2,3-b]pyrazin-4(1H)-yl)-N-methyl-N-(4-(trifluoromethoxy)phenyl)piperidine-1-carboxamide